methyl N-[5-[6-(7-methoxy-3,4-dihydro-2H-quinoline-1-carbonyl)imidazo[1,2-a]pyridin-3-yl]-2-pyridyl]carbamate COC1=CC=C2CCCN(C2=C1)C(=O)C=1C=CC=2N(C1)C(=CN2)C=2C=CC(=NC2)NC(OC)=O